cyclooctanone C1(CCCCCCC1)=O